3-[5-[[(2R,4R)-2-methyl-4-piperidyl]oxy]-1-oxo-isoindolin-2-yl]piperidine-2,6-dione C[C@H]1NCC[C@H](C1)OC=1C=C2CN(C(C2=CC1)=O)C1C(NC(CC1)=O)=O